3-formyl-4-((1-(4-methoxybenzyl)-6-oxo-4-(1,1,2,2-tetrafluoroethyl)-1,6-dihydropyrimidin-5-yl)oxy)-5-methylbenzonitrile C(=O)C=1C=C(C#N)C=C(C1OC1=C(N=CN(C1=O)CC1=CC=C(C=C1)OC)C(C(F)F)(F)F)C